C(CNC(C(=O)O)C1=C(C=CC=C1)O)NC(C(=O)O)C1=C(C=CC=C1)O ethylenebisiminobis[(2-hydroxyphenyl)acetic acid]